C1=C(C=CC=2C3=CC=CC=C3NC12)CC(=O)OC Methyl 2-(9H-carbazol-2-yl)acetate